C(CCC)SCCCC 1-(butylmercapto)butane